S1C(=NC2=C1C=CC=C2)C2=C(C=CC(=C2)O)O 2-(Benzothiazol-2-yl)-1,4-benzenediol